C(C)(C)(C)C1N(C(C2=CC(=CC=C12)Br)=O)C(=O)O.ClCC=1N=C(SC1)NC(=N)N (4-(chloromethyl)thiazol-2-yl)guanidine tert-butyl-6-bromo-1-oxo-isoindoline-2-carboxylate